C(C)C1=NC(=CC=C1N1C([C@H](CCC1)CC(=O)OCC)=O)C=1N=NN(C1CN1C(C=CC(=C1)CCC)=O)C ethyl (R)-2-(1-(2-ethyl-6-(1-methyl-5-((2-oxo-5-propylpyridin-1(2H)-yl)methyl)-1H-1,2,3-triazol-4-yl)pyridin-3-yl)-2-oxopiperidin-3-yl)acetate